C(C1=CC=CC=C1)OCCOCCOCCC=1C=C(C=NC1)C1=NN(C2=CC=C(C=C12)O[Si](C)(C)C(C)(C)C)C1OCCCC1 [3-[5-[2-[2-(2-benzyloxyethoxy)ethoxy]ethyl]-3-pyridyl]-1-tetrahydropyran-2-yl-indazol-5-yl]oxy-tert-butyl-dimethyl-silane